C1(CCCCC1)NC(=O)C1=CC=2N=C(N=C(C2O1)N1CCOCC1)N/N=C/C=1C=C(C=CC1)C N-cyclohexyl-4-morpholino-2-[(2E)-2-(m-tolylmethylene)hydrazino]furo[3,2-d]pyrimidine-6-carboxamide